(4-amino-7-bromo-1,3-benzothiazol-5-yl)-[7-fluoro-2-(oxan-2-yl)indazol-4-yl]methanone NC1=C(C=C(C2=C1N=CS2)Br)C(=O)C=2C1=CN(N=C1C(=CC2)F)C2OCCCC2